tert-butyl (S)-6-(4-((5-methyl-1-(methylamino)-1-oxohexan-3-yl)amino)-5,6,7,8-tetrahydroquinazolin-2-yl)-2,6-diazaspiro[3.4]octane-2-carboxylate CC(C[C@@H](CC(=O)NC)NC1=NC(=NC=2CCCCC12)N1CC2(CN(C2)C(=O)OC(C)(C)C)CC1)C